BrC=1C=C2C(=NC1)N(C=C2C=2C=C1CCN(CC1=CC2)C(=O)OC(C)(C)C)S(=O)(=O)C2=CC=C(C)C=C2 tert-butyl 6-(5-bromo-1-tosyl-1H-pyrrolo[2,3-b]pyridin-3-yl)-3,4-dihydroisoquinoline-2(1H)-carboxylate